N-(1-(3',6'-Bis(dimethylamino)-3-oxo-3H-spiro[isobenzofuran-1,9'-xanthen]-6-yl)-13-ethyl-1,12-dioxo-5,8-dioxa-2,11-diazapentadecan-13-yl)-5-cyclopropyl-6-(4-fluorobenzyl)picolinamide CN(C=1C=CC=2C3(C4=CC=C(C=C4OC2C1)N(C)C)OC(C1=CC=C(C=C13)C(NCCOCCOCCNC(C(CC)(CC)NC(C1=NC(=C(C=C1)C1CC1)CC1=CC=C(C=C1)F)=O)=O)=O)=O)C